C(=O)(OC(C)(C)C)NS(=O)(=O)C=1CN(N(C1)CC=1N=C2N(C=C(C=C2)C2CC2)C1)CC=1C(=NC(=CC1C)N)C (N-Boc)2-N-((6-amino-2,4-dimethylpyridin-3-yl)methyl)-1-((6-cyclopropylimidazo[1,2-a]pyridin-2-yl)methyl)-1H-pyrazole-4-sulfonamide